CC(C(C(C(=O)O)C)C1=CC=C(C=C1)F)C(=O)O.C(C1=CC=CC=C1)N1C=CC=C1 N-Benzyl-pyrrol dimethyl-3-(4-fluorophenyl)-glutarate